CCCCCCCC/C=C\CCCCCCCC(=O)O[C@H](COC(=O)CCCCCCC/C=C\C/C=C\CCCCC)COP(=O)(O)OC[C@H](CO)O 1-(9Z,12Z-octadecadienoyl)-2-(9Z-octadecenoyl)-glycero-3-phospho-(1'-sn-glycerol)